Cl.CC1=NSC(=C1)N 3-methyl-5-aminoisothiazole hydrochloride salt